(4Z,7Z,10Z,13Z,16Z,19Z)-Docosa-4,7,10,13,16,19-hexaenoic acid (S)-1-(tert-butylamino-methyl)-2-(4-morpholin-4-yl-[1,2,5]thiadiazol-3-yloxy)-ethylester maleate C(\C=C/C(=O)O)(=O)O.C(C)(C)(C)NC[C@@H](COC1=NSN=C1N1CCOCC1)OC(CC\C=C/C\C=C/C\C=C/C\C=C/C\C=C/C\C=C/CC)=O